7-(3-(benzo[d]thiazol-2-yl)-2-chlorophenoxy)-N-hydroxyheptanamide S1C(=NC2=C1C=CC=C2)C=2C(=C(OCCCCCCC(=O)NO)C=CC2)Cl